1,4-bis(2-chloroethylsulfanyl)butane 2-(trimethylsilyl)ethyl-(S)-2-(2-hydroxyethyl)-2,7-diaza-7-spiro[4.5]decanecarboxylate C[Si](CCOC(=O)N1C[C@]2(CCN(C2)CCO)CCC1)(C)C.ClCCSCCCCSCCCl